C1(CCCCCC1)[C@@H](C(NC1=CC=C(C=C1)C1(CC1)C(NCC(F)(F)F)=O)=O)NC(=O)C1=CC=NN1CC#C (S)-N-(1-cycloheptyl-2-oxo-2-((4-(1-((2,2,2-trifluoroethyl)carbamoyl)cyclopropyl)phenyl)amino)ethyl)-1-(prop-2-yn-1-yl)-1H-pyrazole-5-carboxamide